4-((3s,5r)-4-acryloyl-3,5-dimethylpiperazin-1-yl)-7-(2-amino-3,5-dichloro-6-fluorophenyl)-6-chloro-1-(4,6-diisopropylpyrimidin-5-yl)-2-oxo-1,2-dihydro-1,8-naphthyridine-3-carbonitrile C(C=C)(=O)N1[C@H](CN(C[C@H]1C)C1=C(C(N(C2=NC(=C(C=C12)Cl)C1=C(C(=CC(=C1F)Cl)Cl)N)C=1C(=NC=NC1C(C)C)C(C)C)=O)C#N)C